2,3-dimethoxyphenylpiperazine COC1=C(C=CC=C1OC)N1CCNCC1